COC1=CC2=C(C3=C1N(C=N3)COCC[Si](C)(C)C)C=C(S2)C(CCC(=O)OC(C)(C)C)=O Tert-butyl 4-(4-methoxy-3-((2-(trimethylsilyl)ethoxy)methyl)-3H-thieno[3',2':3,4]benzo[1,2-d]imidazol-7-yl)-4-oxobutanoate